COC=1C=C2C(=NC=NC2=CC1OC)N1CC(C1)C=C 6,7-dimethoxy-4-(3-vinylazetidin-1-yl)quinazoline